3-(N,N-bis(4-methoxybenzyl)sulfamoyl)-1-(1-hydroxy-2-methyl-propan-2-yl)-1H-pyrazole-5-carboxylic acid potassium salt [K+].COC1=CC=C(CN(S(=O)(=O)C2=NN(C(=C2)C(=O)[O-])C(CO)(C)C)CC2=CC=C(C=C2)OC)C=C1